C(=O)(O)C1=CC=C(C=N1)CC=1C(=C(C2=C(C(N(N=N2)[C@H]2CCOC[C@@H]2O)=O)C1)C)C 1,5-anhydro-3-(6-((6-carboxypyridin-3-yl)methyl)-7,8-dimethyl-4-oxo-1,2,3-benzotriazin-3(4H)-yl)-2,3-dideoxy-L-threo-pentitol